N(=NC(C#N)(C)C)C(C#N)(C)C azo-bis-(2-methyl-propionitril)